COC(=O)C=1N=NNC1OC1=CC=C(C=C1)C1=CC=C(C=C1)C1CC(CC1)(F)F 5-((4'-(3,3-difluorocyclopentyl)-[1,1'-biphenyl]-4-yl)oxy)-1H-1,2,3-triazole-4-carboxylic acid methyl ester